C(C)N=C=N N'-ethylcarbodiimid